C(C1=CC=CC=C1)OC=1C=C(C(=C(C1)C#C[Si](C)(C)C)C=1COCC1)Br ((5-(benzyloxy)-3-bromo-2-(2,5-dihydrofuran-3-yl)phenyl)ethynyl)trimethylsilane